Methyl 4-((3-((3-hydroxy-4-methylphenyl)carbamoyl)-1H-pyrrol-1-yl)sulfonyl)-1-methyl-1H-pyrrole-2-carboxylate OC=1C=C(C=CC1C)NC(=O)C1=CN(C=C1)S(=O)(=O)C=1C=C(N(C1)C)C(=O)OC